ClC=1N=C(C2=C(N1)SC=C2C2=CC=CC=C2)NCC2=CC=C(C=C2)S(=O)(=O)N 4-((2-chloro-5-phenylthieno[2,3-d]pyrimidin-4-yl)aminomethyl)-benzenesulfonamide